CC1=C(C=NC=C1)C=1C=C(C=C(C1)C=1C2=CC=CC=C2C=2C=CC=CC2C1)C1=NC(=NC(=N1)C1=CC=CC=C1)C1=CC=CC=C1 2-[3-(4-methyl-3-pyridyl)-5-(9-phenanthryl)phenyl]-4,6-diphenyl-1,3,5-triazine